5-[4-Amino-5-(trifluoromethyl)pyrrolo[2,1-f][1,2,4]triazin-7-yl]-N-[(3R,4S)-4-fluoro-1-(3,3,3-trifluoro-2-methylpropanoyl)pyrrolidin-3-yl]-2-methoxypyridin-3-carboxamid NC1=NC=NN2C1=C(C=C2C=2C=C(C(=NC2)OC)C(=O)N[C@@H]2CN(C[C@@H]2F)C(C(C(F)(F)F)C)=O)C(F)(F)F